2-[3-(5-{(1,3-Dimethyl-azetidin-3-yl)-[4-(2,2-dimethyl-propyl)-phenyl]-hydroxy-methyl}-pyridin-3-yl)-[1,2,4]oxadiazol-5-yl]-propan-2-ol CN1CC(C1)(C)C(C=1C=C(C=NC1)C1=NOC(=N1)C(C)(C)O)(O)C1=CC=C(C=C1)CC(C)(C)C